bis(acryloyl)L-cystine C(C=C)(=O)[C@](CSSC[C@@](C(=O)O)(N)C(C=C)=O)(C(=O)O)N